(S)-7-(1-(2-Fluoro-6-methylphenyl)piperidin-4-yl)-5-(5,6,7,8-tetrahydroquinoxalin-5-yl)pyrido[2,3-b]pyrazin-6(5H)-one FC1=C(C(=CC=C1)C)N1CCC(CC1)C1=CC=2C(=NC=CN2)N(C1=O)[C@@H]1C=2N=CC=NC2CCC1